N-(4-bromo-3-{[(dimethylamino)methylidene]sulfamoyl}phenyl)-2-(2-chlorophenyl)acetamide hydrochloride Cl.BrC1=C(C=C(C=C1)NC(CC1=C(C=CC=C1)Cl)=O)S(N=CN(C)C)(=O)=O